4,4-difluoro-1-(p-tolyl)-1,3-butanedione FC(C(CC(=O)C1=CC=C(C=C1)C)=O)F